FC1=CC2=C(C[C@H](CN(S2(=O)=O)CC=2C=C(C=CC2C)[C@H](C(C(=O)O)(C)C)OCC=2N=NN(C2)CCC)C)C=C1 (3R)-(3-(((R)-8-fluoro-4-methyl-1,1-dioxido-4,5-dihydrobenzo[f][1,2]thiazepin-2(3H)-yl)methyl)-4-methylphenyl)-2,2-dimethyl-3-((1-propyl-1H-1,2,3-triazol-4-yl)methoxy)propanoic acid